n-octadecyl-3-(3'-methyl-5'-t-butyl-4'-hydroxyphenyl)-propionate C(CCCCCCCCCCCCCCCCC)OC(CCC1=CC(=C(C(=C1)C(C)(C)C)O)C)=O